2-methyl-2,3,4,5,6,7-hexahydro-1H-inden-1-ol CC1C(C=2CCCCC2C1)O